ClC1=C(C=CC(=C1)F)C=1C=NC=2N(C1)C=C(N2)COC2=CC=CC=C2 6-(2-chloro-4-fluorophenyl)-2-phenoxymethylimidazo[1,2-a]pyrimidine